O1CC(C1)CNC(C)=O N-(oxetan-3-ylmethyl)acetamide